CN(C(CC)=O)C1COC1 N-methyl-N-(oxetan-3-yl)propionamide